4-chloro-N-isopropyl-6-phenyl-1,3,5-triazin-2-amine CC(C)NC1=NC(=NC(=N1)C2=CC=CC=C2)Cl